4-[2-(5-Fluoro-2-pyridyl)-6,6-bis(methyl-d3)-5,7-dihydro-4H-pyrazolo[1,5-a]pyridin-3-yl]-1H-pyrazolo[3,4-b]pyridine FC=1C=CC(=NC1)C1=NN2C(CCC(C2)(C([2H])([2H])[2H])C([2H])([2H])[2H])=C1C1=C2C(=NC=C1)NN=C2